FC=1C=C(C=NC1)C=1N=C(C=2OC[C@@H](NC2N1)C(F)(F)F)NCCC1=CNC2=CC=CC=C12 (7R)-2-(5-fluoro-3-pyridyl)-N-[2-(1H-indol-3-yl)ethyl]-7-(trifluoromethyl)-7,8-dihydro-6H-pyrimido[5,4-b][1,4]oxazin-4-amine